(E)-1-(4-aminobut-2-en-1-yl)-2-(1-ethyl-3-methyl-1H-pyrazole-5-carboxamido)-7-methoxy-1H-benzo[d]imidazole-5-carboxamide-HCl Cl.NC/C=C/CN1C(=NC2=C1C(=CC(=C2)C(=O)N)OC)NC(=O)C2=CC(=NN2CC)C